FC(F)(F)F Perfluoromethan